(E)-1-methyl-1H-pyrazole CN1N=CC=C1